FC(C1=CC=C(C=C1)[C@@H]1C[C@H](C1)OC=1C=C2C(=CNC2=CC1)C1(CC1)C(=O)N)(F)F (5-(trans-3-(4-(trifluoromethyl)phenyl)cyclobutoxy)-1H-indol-3-yl)cyclopropanecarboxamide